N-(2-bromobenzyl)-2,2-dimethylbutanamide BrC1=C(CNC(C(CC)(C)C)=O)C=CC=C1